CN([C@@H](CS[C@@H]1[C@](O)([C@@](O)([C@@](O)([C@H](O1)C(O)OC(C)=O)OC(C)=O)OC(C)=O)OC(C)=O)C(=O)O)C(C1=CC=CC=C1)=O Methyl-N-benzoyl-S-(2,3,4,6-tetraacetoxy-α-D-galactosyl)-L-cysteine